N-(4-((2-(1,1-difluoroethyl)-6-methylpyrimidin-4-yl)amino)-5-(6-(difluoromethyl)pyridazin-3-yl)pyridin-2-yl)acetamide FC(C)(F)C1=NC(=CC(=N1)NC1=CC(=NC=C1C=1N=NC(=CC1)C(F)F)NC(C)=O)C